N12CCN(C(CC1)CC2)C(=O)N2N=C(C1=C2CCC1)N1N=CC(=C1)C (1,4-diazabicyclo[3.2.2]nonan-4-yl)(3-(4-methyl-1H-pyrazol-1-yl)-5,6-dihydrocyclopenta[c]pyrazol-1(4H)-yl)methanone